6-(((2S,4R)-4-fluoro-1-(4-fluorophenyl)-2-methylpyrrolidin-2-yl)methoxy)-3,4-dihydro-2H-pyrimido[4,5-e][1,3]oxazin-2-one F[C@@H]1C[C@@](N(C1)C1=CC=C(C=C1)F)(C)COC=1N=CC2=C(CNC(O2)=O)N1